Diacetyloxy-tert-butyloxymethylsilan C(C)(=O)O[SiH](COC(C)(C)C)OC(C)=O